C1(CCC1)CN(C(OC(C)(C)C)=O)[C@H]1CN(CCC1)C=1C=NC(=C(C1)F)C1(COC1)C(NC=1N=C2N(C(C1)=O)C=CC=C2)=O tert-butyl (R)-(cyclobutylmethyl)(1-(5-fluoro-6-(3-((4-oxo-4H-pyrido[1,2-a]pyrimidin-2-yl)carbamoyl)oxetan-3-yl)pyridin-3-yl)piperidin-3-yl)carbamate